(3aS,4R,7S,7aR)-3a,4,5,6,7,7a-hexahydro-1H-4,7-epoxyisoindole C1N=C[C@H]2[C@H]3CC[C@@H]([C@@H]12)O3